[K+].OC(CC(=O)[O-])CCC(=O)O 3-hydroxyadipic acid monopotassium salt